ClC=1N=NC(=C2C1C(=NC=C2)C)NC2CN(CCC2)C 4-chloro-5-methyl-N-(1-methylpiperidin-3-yl)pyrido[3,4-d]pyridazin-1-amine